C1(CC1)CN1C(=CC2=CC=CC=C12)C1=NC2=C(N1CC1CC(C1)(F)F)C(=CC(=C2)C(=O)N2C1CCC(C2)[C@H]1N)OC (7R)-2-{2-[1-(cyclopropylmethyl)-1H-indol-2-yl]-1-[(3,3-difluorocyclobutyl)methyl]-7-methoxy-1H-1,3-benzodiazole-5-carbonyl}-2-azabicyclo[2.2.1]heptan-7-amine